3,4-dichloropyridine-2-carboxylic acid ClC=1C(=NC=CC1Cl)C(=O)O